FC1=C(C(=O)NOC)C=C(C(=C1)F)NC1=NC=NN2C1=C(C(=C2)C2=NN=C(N2)C)C(C)C 2,4-Difluoro-5-[5-isopropyl-6-(5-methyl-4H-[1,2,4]triazol-3-yl)-pyrrolo[2,1-f][1,2,4]triazin-4-ylamino]-N-methoxy-benzamide